C(#N)C1=C2C(=NC=C1OC1=CC(=NC=C1)NC(C[C@H]1CN(CCO1)C)=O)N=C(N2C)NC=2C(N(C=C(C2)C(F)(F)F)C)=O (S)-N-(4-((7-cyano-1-methyl-2-((1-methyl-2-oxo-5-(trifluoromethyl)-1,2-dihydropyridin-3-yl)amino)-1H-imidazo[4,5-b]pyridin-6-yl)oxy)pyridin-2-yl)-2-(4-methylmorpholin-2-yl)acetamide